BrC1=C(C(=NC=C1)C#CC1=NN(C2=CC=CC=C12)C)Cl 3-((4-Bromo-3-chloropyridin-2-yl)ethynyl)-1-methyl-1H-indazole